7-(Benzyloxy)-3,4-dihydronaphthalen-1(2H)-one C(C1=CC=CC=C1)OC1=CC=C2CCCC(C2=C1)=O